N1(N=CC=C1)C1=CC=C(C=N1)N1C(NC2=C(C1=O)C(=C(S2)C2=CC=C(C=C2)[N+](=O)[O-])C)=O 3-(6-(1H-pyrazol-1-yl)pyrid-3-yl)-5-methyl-6-(4-nitrophenyl)thieno[2,3-d]pyrimidine-2,4(1H,3H)-dione